FC=1C=C2C(=NC1)N(C=C2C2CCN(CC2)C=2C=C1C(=NC2)N=CS1)C 6-(4-(5-fluoro-1-methyl-1H-pyrrolo[2,3-b]pyridin-3-yl)piperidin-1-yl)thiazolo[4,5-b]pyridin